C(C)(=O)[O-].[K+] kalium acetate